dispiro[adamantane-2,3'-[1,2,4,5]tetraoxane-6',1''-cyclohexane]-3'',5-diol C12(CC(CCC1)O)OOC1(OO2)C2CC3CC(CC1C3)(C2)O